(S)-4-(5-(3-(2-(3-carboxybutyl)-6-methoxybenzo[b]thiophen-5-yl)propyl)-6-methoxybenzo[b]thiophen-2-yl)-4-oxobutanoic acid C(=O)(O)[C@H](CCC1=CC2=C(S1)C=C(C(=C2)CCCC2=CC1=C(SC(=C1)C(CCC(=O)O)=O)C=C2OC)OC)C